methyl 4-[6-(5-chloro-2-fluorophenyl)-4-({2-[3-(4-methylpiperazin-1-yl)propan-amido]pyridin-4-yl}amino)-pyridazin-3-yl]morpholine-2-carboxylate ClC=1C=CC(=C(C1)C1=CC(=C(N=N1)N1CC(OCC1)C(=O)OC)NC1=CC(=NC=C1)NC(CCN1CCN(CC1)C)=O)F